BrC=1C(=NC(=NC1OC)N)CC1CC1 5-bromo-4-(cyclopropylmethyl)-6-methoxy-pyrimidin-2-amine